1,4'-Bipiperidine-1'-carboxylic acid (S)-4,11-diethyl-3,4,12,14-tetrahydro-4-hydroxy-3,14-dioxo-1H-pyrano[3',4':6,7]indolizino[1,2-b]quinolin-9-yl ester C(C)[C@]1(C(OCC=2C(N3CC=4C(=NC=5C=CC(=CC5C4CC)OC(=O)N4CCC(CC4)N4CCCCC4)C3=CC21)=O)=O)O